The molecule is a three-membered linear oligosaccharide sulfate that consists of a 2-O-sulfo-L-idopyranuronic acid residue flanked by two 6-O-sulfo-2-(sulfoamino)-D-glucopyranose residues, connected via alpha-(1->4)-linkages. C([C@@H]1[C@H]([C@@H]([C@H]([C@H](O1)O[C@H]2[C@@H]([C@H]([C@@H](O[C@H]2C(=O)O)O[C@@H]3[C@H](OC([C@@H]([C@H]3O)NS(=O)(=O)O)O)COS(=O)(=O)O)OS(=O)(=O)O)O)NS(=O)(=O)O)O)O)OS(=O)(=O)O